BrC=1SC(=CC1COC(CCCCC(=O)O)=O)Br 6-((2,5-dibromothien-3-yl)methoxy)-6-oxohexanoic acid